1-(4-bromo-2-cyano-3-fluorophenyl)-6-fluoro-4-hydroxy-3,4-dihydro-2H-quinoline-8-carbonitrile BrC1=C(C(=C(C=C1)N1CCC(C2=CC(=CC(=C12)C#N)F)O)C#N)F